ClC1=NC=C(C(=C1)C1=C(C=NC(=C1)C)C(=O)NC=1SC(=NN1)OC1CC(C1)O)OC 2'-chloro-N-(5-(3-hydroxycyclobutoxy)-1,3,4-thiadiazol-2-yl)-5'-methoxy-6-methyl-(4,4'-bipyridine)-3-carboxamide